OC(CN1CC2(CC1)CCN(CC2)C(=O)OC(C)(C)C)(C)C tert-butyl 2-(2-hydroxy-2-methylpropyl)-2,8-diazaspiro[4.5]decane-8-carboxylate